C(#N)C=1C=NN2C1C(=CC(=C2)OCC)C=2C=CC(=NC2)N2CCC(CC2)(CN2CCC(CC2)=O)NC(C2=C(C=CC(=C2)F)F)=O N-[1-[5-(3-cyano-6-ethoxy-pyrazolo[1,5-a]pyridin-4-yl)-2-pyridyl]-4-[(4-oxo-1-piperidyl)methyl]-4-piperidyl]-2,5-difluoro-benzamide